C(#N)C[C@@H]1N(CCN(C1)C=1C2=C(N=C(N1)OC)C(=C(N=C2)C2=CC=CC1=CC=C(C(=C21)C#C[Si](C(C)C)(C(C)C)C(C)C)F)F)C(=O)OC(C)(C)C tert-butyl (2S)-2-(cyanomethyl)-4-[8-fluoro-7-[7-fluoro-8-(2-triisopropylsilylethynyl)-1-naphthyl]-2-methoxy-pyrido[4,3-d]pyrimidin-4-yl]piperazine-1-carboxylate